COC=1C=2N(C=C(C1)C1=C(C(=NN1)C=1SC(=C(N1)C)N1CCN(CC1)C)CC(F)(F)F)N=CN2 2-(5-(8-methoxy-[1,2,4]triazolo[1,5-a]pyridin-6-yl)-4-(2,2,2-trifluoroethyl)-1H-pyrazol-3-yl)-4-methyl-5-(4-methylpiperazin-1-yl)thiazole